OCC1(CC(C1)C(=O)OC(C)(C)C)[N+](=O)[O-] tert-butyl trans-3-(hydroxymethyl)-3-nitrocyclobutane-1-carboxylate